C(CCCCCCC)OC=1C=C(C(=O)O)C=C(C1)OCCCCCCCC 3,5-bis(octyloxy)benzoic acid